(3S,4R)-N-[2-(3-aminoprop-1-yn-1-yl)-3-(2,2,2-trifluoroethyl)imidazo[1,2-a]pyridin-8-yl]-3-fluoro-1-methylpiperidin-4-amine NCC#CC=1N=C2N(C=CC=C2N[C@H]2[C@H](CN(CC2)C)F)C1CC(F)(F)F